[Cl-].[Cl-].ClC1=CC=C(C=C1)C(=[Zr+2](C1=CC(=CC=2C3=CC(=CC=C3CC12)C(C)(C)C)C(C)(C)C)C1C=CC=C1)C1=CC=C(C=C1)Cl Bis(p-chlorophenyl)methylene(cyclopentadienyl)(3,6-di-t-butylfluorenyl)zirconium dichloride